tert-butyl 3-[8-fluoro-7-[7-fluoro-3-hydroxy-8-(2-triisopropylsilylethynyl)-1-naphthyl]-2-(2-oxoethoxy)pyrido[4,3-d]pyrimidin-4-yl]-3,8-diazabicyclo[3.2.1]octane-8-carboxylate FC1=C(N=CC2=C1N=C(N=C2N2CC1CCC(C2)N1C(=O)OC(C)(C)C)OCC=O)C1=CC(=CC2=CC=C(C(=C12)C#C[Si](C(C)C)(C(C)C)C(C)C)F)O